COC(=O)C1=CC=2C3=C(NC2C=C1)N=C(S3)C 2-methyl-4H-[1,3]Thiazolo[4,5-b]Indole-7-carboxylic acid methyl ester